(R)-1-(4-(6-(5-(6-methylpyridin-2-yl)-1H-imidazol-4-yl)quinolin-3-yl)benzyl)piperidine-3-carboxylic acid CC1=CC=CC(=N1)C1=C(N=CN1)C=1C=C2C=C(C=NC2=CC1)C1=CC=C(CN2C[C@@H](CCC2)C(=O)O)C=C1